iridium(1+) 4-tert-butyl-2-(4-tert-butyl-2-pyridyl)pyridine C(C)(C)(C)C1=CC(=NC=C1)C1=NC=CC(=C1)C(C)(C)C.[Ir+]